N-(4-((3-bromoimidazo[1,2-b]pyridazin-6-yl)oxy)-2-fluorophenyl)-4-ethoxy-1-(4-fluoroPhenyl)-2-oxo-1,2-dihydropyridine-3-carboxamide CALCIUM-ALUMINIUM [Al].[Ca].BrC1=CN=C2N1N=C(C=C2)OC2=CC(=C(C=C2)NC(=O)C=2C(N(C=CC2OCC)C2=CC=C(C=C2)F)=O)F